2-(3-fluoro-4-methoxyphenyl)-7-{[(3R)-1-methylpyrrolidin-3-yl]amino}-4H-pyrido[1,2-a]pyrimidin-4-one FC=1C=C(C=CC1OC)C=1N=C2N(C(C1)=O)C=C(C=C2)N[C@H]2CN(CC2)C